C(C)C1=CC=C(COCC2=CC=C(C=C2[N+](=O)[O-])CC)C(=C1)[N+](=O)[O-] 4-ethyl-6-nitrobenzyl ether